The molecule is a cyclic purine dinucleotide that is the 3',5'-cyclic dimer of MP. It has a role as an immunomodulator and a signalling molecule. It is a guanyl ribonucleotide and a cyclic purine dinucleotide. It is a conjugate acid of a c-di-GMP(2-). C1[C@@H]2[C@H]([C@H]([C@@H](O2)N3C=NC4=C3N=C(NC4=O)N)O)OP(=O)(OC[C@@H]5[C@H]([C@H]([C@@H](O5)N6C=NC7=C6N=C(NC7=O)N)O)OP(=O)(O1)O)O